2-(2-hydroxy-3-tert-butylphenyl)-5-chlorobenzotriazole OC1=C(C=CC=C1C(C)(C)C)N1N=C2C(=N1)C=CC(=C2)Cl